C(C(C(CCCCC)[2H])([2H])[2H])(=O)O Octanoic Acid-d3